N-(6-(5-chloropyridin-3-yl)pyridazin-3-yl)-4-(2-methyl-6,7-dihydropyrazolo[1,5-a]pyrimidin-4(5H)-yl)-4-oxobutanamide ClC=1C=C(C=NC1)C1=CC=C(N=N1)NC(CCC(=O)N1C=2N(CCC1)N=C(C2)C)=O